[Na+].C(CCCCCCC(=O)ON1C(C(CC1=O)S(=O)(=O)[O-])=O)(=O)ON1C(C(CC1=O)S(=O)(=O)[O-])=O.[Na+] bis(sulfosuccinimidyl) suberate sodium salt